3-benzyloxy-5-methoxy-phenol C(C1=CC=CC=C1)OC=1C=C(C=C(C1)OC)O